ClC1=NC=CC2=C1C[C@@H]1CC[C@H]2N1C(=O)NC1=CC(=C(C=C1)Cl)Cl (5R,8S)-1-chloro-N-(3,4-dichlorophenyl)-6,7,8,9-tetrahydro-5H-5,8-epiminocyclohepta-[c]pyridine-10-carboxamide